C(C)(C)(C)OC(=O)N(C(OCC1=CC=CC=C1)=O)C1=CC(=NN1C(C)(C)C)[C@H]1OCC(C1)=O benzyl (S)-(tert-butoxycarbonyl)(1-(tert-butyl)-3-(4-oxotetrahydrofuran-2-yl)-1H-pyrazol-5-yl)carbamate